4-((5-(1,6-dimethyl-1H-pyrazolo[3,4-b]pyridin-4-yl)-3-methyl-4,5,6,7-tetrahydro-1H-pyrazolo[4,3-c]pyridin-1-yl)methyl)-N-isopropyl-N-methylbicyclo[2.2.2]octan-1-amine CN1N=CC=2C1=NC(=CC2N2CC1=C(CC2)N(N=C1C)CC12CCC(CC1)(CC2)N(C)C(C)C)C